N-(5-chloro-4-(4-fluoro-1-isopropyl-2-methyl-1H-benzo[d]imidazol-6-yl)pyrimidin-2-yl)-4-((4-ethylpiperazin-1-yl)methyl)-1H-indazol-7-amine ClC=1C(=NC(=NC1)NC=1C=CC(=C2C=NNC12)CN1CCN(CC1)CC)C=1C=C(C2=C(N(C(=N2)C)C(C)C)C1)F